2-(4-phenoxyphenyl)-9,10-dihydro-4H-benzo[d]pyrazolo[1,5-a][1,3]diazepine-3,6-dicarboxamide O(C1=CC=CC=C1)C1=CC=C(C=C1)C1=NN2C(NC3=C(CC2)C=CC(=C3)C(=O)N)=C1C(=O)N